C1(=C(C=CC=C1)C1=CC(OC2=CC(=CC=C12)OC(C(=O)N1C[C@H](CCC1)C(=O)OCC)C)=O)C ethyl (3S)-1-[2-[4-(o-tolyl)-2-oxo-chromen-7-yl]oxypropanoyl]piperidine-3-carboxylate